1,4-bis(2-(2-pyridinyl)ethyl)piperazine N1=C(C=CC=C1)CCN1CCN(CC1)CCC1=NC=CC=C1